3-(4-cyano-2-methoxy-phenoxy)-6-(2,2-difluorocyclopropyl)-5-methyl-pyridazine-4-carboxylic acid methyl ester COC(=O)C1=C(N=NC(=C1C)C1C(C1)(F)F)OC1=C(C=C(C=C1)C#N)OC